CC1(CN(C1)CC(=O)NC=1C=C(C(=NC1)C)NC(=O)C=1C=NN2C1SC(=C2)C2=NC(=CC=C2)OC)C N-(5-(2-(3,3-dimethylazetidin-1-yl)acetamido)-2-methylpyridin-3-yl)-2-(6-methoxypyridin-2-yl)pyrazolo[5,1-b]thiazole-7-carboxamide